O[C@@H](C)C=1OC(=C(N1)C)C(=O)N1[C@@H](C2=C(CC1)NC=N2)C2=NN1C(C(=CC=C1)C)=C2 (2-((S)-1-hydroxyethyl)-4-methyloxazol-5-yl)((S)-4-(4-methylpyrazolo[1,5-a]pyridin-2-yl)-6,7-dihydro-1H-imidazo[4,5-c]pyridin-5(4H)-yl)methanone